BrC1=C(C=C(C=C1C(C)C)F)C1=CC(=NC=C1)OC 4-(2-bromo-5-fluoro-3-isopropyl-phenyl)-2-methoxy-pyridine